N-[1,5-dimethyl-2-phenyl-3-pyrazolone-4-ylmethyl]-N,N'-bis(2-pyridylmethyl)-1,4-xylylenediamine CN1N(C(C(=C1C)CN(CC1=CC=C(C=C1)CNCC1=NC=CC=C1)CC1=NC=CC=C1)=O)C1=CC=CC=C1